N1CC2(CC1)C1=C(B(O2)O)C=CC=C1 1H-spiro[benzo[c][1,2]oxaborolan-3,3'-pyrrolidine]-1-ol